N1C=CC2=CC=C3C(=C12)C=CC=1C=2C=CC=CC2C=CC13 phenanthroindole